BrC1=CC(=C(C(=C1)N)NC)Cl 5-bromo-3-chloro-N2-methyl-benzene-1,2-diamine